IC=1C=C(C=CC1C)C(C(=O)O)(C)C 2-(3-iodo-4-methylphenyl)-2-methylpropanoic acid